Methyl hydrogen phosphate P(=O)(OC)(O)[O-]